5-chloro-2-({[(2,4-dimethoxyphenyl)methyl]amino}methyl)-7,8-dihydro-6H-spiro[[1,3]oxazolo[5,4-f]quinazoline-9,1'-cyclohexan]-7-one ClC=1C=C2C(=C3C1NC(NC31CCCCC1)=O)OC(=N2)CNCC2=C(C=C(C=C2)OC)OC